N1(CCC=2C=NC=CC21)C(=O)N 2,3-dihydro-1H-pyrrolo[3,2-c]pyridine-1-carboxamide